1-ethyl-3-(4-((4-(2-fluoro-6-(1H-imidazol-2-yl)pyridin-3-yl)piperidin-1-yl)methyl)pyridin-2-yl)urea C(C)NC(=O)NC1=NC=CC(=C1)CN1CCC(CC1)C=1C(=NC(=CC1)C=1NC=CN1)F